N1C(=CC=C1)C1=NC=2C=CC=CC2C2=C1N=C(N=C2)N 5-(1H-pyrrol-2-yl)pyrimido[4,5-c]quinolin-3-amine